3-chloro-2,2-dimethyl-1-(5-phenyl-4,5-dihydro-1H-pyrazol-1-yl)propan-1-one (E)-methyl-6-(1-(ethoxyimino)ethyl)-3-(methylsulfonyl)picolinate COC(C1=NC(=CC=C1S(=O)(=O)C)/C(/C)=N/OCC)=O.ClCC(C(=O)N1N=CCC1C1=CC=CC=C1)(C)C